ClC1=C(C=C(C=C1)NC(=O)N1C2CCC(CC1(C2)C=2OC(=NN2)COC)C)C2=NN(C=N2)C N-(4-chloro-3-(1-methyl-1H-1,2,4-triazol-3-yl)phenyl)-1-(5-(methoxymethyl)-1,3,4-oxadiazol-2-yl)-3-methyl-7-azabicyclo[4.1.1]octane-7-carboxamide